O[C@@H]1C[C@H](N(C1)C(C(C)C=1C=NN2C1C=CC=C2)=O)C(=O)NCC2=CC=C(C=C2)C2=C(N=CS2)C (2S,4R)-4-hydroxy-N-(4-(4-methylthiazol-5-yl)benzyl)-1-(2-(pyrazolo[1,5-a]pyridin-3-yl)propanoyl)pyrrolidine-2-carboxamide